[N+](=O)([O-])C1=C2C=CCN(C2=CC=C1)C 5-nitro-1-methylquinoline